4-bromophenyl (1R,4R)-6-(4-(1H-imidazol-1-yl) phenyl)-5-(4-hydroxyphenyl)-7-oxabicyclo[2.2.1]hept-5-ene-2-sulfonate N1(C=NC=C1)C1=CC=C(C=C1)C1=C([C@H]2CC([C@@H]1O2)S(=O)(=O)OC2=CC=C(C=C2)Br)C2=CC=C(C=C2)O